3-benzyloxycyclohexane-1,2-diamide C(C1=CC=CC=C1)OC1C(C(CCC1)C(=O)N)C(=O)N